C(C1=CC=CC=C1)C1=CC(=C(C(=C1)C)O)C 4-Benzyl-2,6-dimethylphenol